N-((5-(tert-Butyl)-2-cyclobutoxyphenyl)sulfonyl)-6-cyclopropyl-4-fluorobenzofuran-2-carboxamide C(C)(C)(C)C=1C=CC(=C(C1)S(=O)(=O)NC(=O)C=1OC2=C(C1)C(=CC(=C2)C2CC2)F)OC2CCC2